2-(2,6-dioxopiperidin-3-yl)isoindol-1,3-dione O=C1NC(CCC1N1C(C2=CC=CC=C2C1=O)=O)=O